7-Fluoro-1-methyl-2-(4-(methylsulfonyl)phenyl)-5-(1-(8-(oxetan-3-yl)-8-azabicyclo[3.2.1]octan-3-yl)piperidin-4-yl)-1H-benzo[d]imidazol FC1=CC(=CC2=C1N(C(=N2)C2=CC=C(C=C2)S(=O)(=O)C)C)C2CCN(CC2)C2CC1CCC(C2)N1C1COC1